FC=1C=C(C=NO)C=C(C1)F (1E)-3,5-difluorobenzaldehyde oxime